3-thienylmethylacetate S1C=C(C=C1)COC(C)=O